methyl 2-(2-chloro-4-iodoanilino)-3,4-difluorobenzoate ClC1=C(NC2=C(C(=O)OC)C=CC(=C2F)F)C=CC(=C1)I